Zinc Tetraoxy Chromate [Cr]1(=O)(=O)OOOOOO1.[Zn]